OCCCS(=O)(=O)C=1C=C(C2=CC=C3C(=CC(=C4C=CC1C2=C43)S(=O)(=O)CCCO)S(=O)(=O)CCCO)NCC(=O)O N-[3,6,8-Tris[(3-hydroxypropyl)sulfonyl]pyren-1-yl]glycine